tert-butyl (5-(6-chloro-1-((2-(trimethylsilyl)ethoxy)methyl)-1H-pyrrolo[2,3-b]pyridin-3-yl)-6-methylpyridin-2-yl)carbamate ClC1=CC=C2C(=N1)N(C=C2C=2C=CC(=NC2C)NC(OC(C)(C)C)=O)COCC[Si](C)(C)C